bis(gamma-(2,3-epoxypropoxy)-propyl)dimethoxysilane C(C1CO1)OCCC[Si](OC)(OC)CCCOCC1CO1